4-sulfoisophthalic acid sodium salt [Na+].S(=O)(=O)([O-])C1=C(C=C(C(=O)[O-])C=C1)C(=O)[O-].[Na+].[Na+]